2-oxa-6-azaspiro[3.3]heptanedioate C1(OCC12CNC2)(C(=O)[O-])C(=O)[O-]